C(C=C)(=O)N1C[C@@H](C[C@@H]1C)N1N=C(C=2C1=NC=NC2N)C(=O)NC2=C(C(=C(C=C2)CC(=O)N(C)C)C)C 1-((3R,5S)-1-acryloyl-5-methylpyrrolidin-3-yl)-4-amino-N-(4-(2-(dimethylamino)-2-oxoethyl)-2,3-dimethylphenyl)-1H-pyrazolo[3,4-d]pyrimidine-3-carboxamide